furo[3,4-d]pyrimidin-7(5H)-one N1=CN=CC2=C1C(OC2)=O